2-(fluoromethyl)-2-(hydroxymethyl)oxolan-3-ol FCC1(OCCC1O)CO